4-((7-bromo-2,3,4,5-tetrahydro-1H-benzo[b]azepin-1-yl)methyl)-N-hydroxybenzamide BrC1=CC2=C(N(CCCC2)CC2=CC=C(C(=O)NO)C=C2)C=C1